N-(4-fluorophenyl)-3-(4-(3-(2-hydroxypropan-2-yl)-5-(trifluoromethyl)pyridin-2-yl)phenyl)oxetane-3-carboxamide FC1=CC=C(C=C1)NC(=O)C1(COC1)C1=CC=C(C=C1)C1=NC=C(C=C1C(C)(C)O)C(F)(F)F